1-((1-acryloyl-3-fluoroazetidin-3-yl)methyl)-7-chloro-4-(2,6-diisopropylphenyl)-6-(3-hydroxynaphthalen-1-yl)-1,4-dihydropyrido[2,3-b]pyrazine-2,3-dione C(C=C)(=O)N1CC(C1)(F)CN1C2=C(N(C(C1=O)=O)C1=C(C=CC=C1C(C)C)C(C)C)N=C(C(=C2)Cl)C2=CC(=CC1=CC=CC=C21)O